(1-(4-methoxyphenyl)piperidin-4-yl)methylamine COC1=CC=C(C=C1)N1CCC(CC1)CN